ClC1=C(C=C(C=C1)CC(C(C)(C)C)NC=O)OCCCOC N-[1-[[4-chloro-3-(3-methoxypropoxy)phenyl]methyl]-2,2-dimethyl-propyl]formamide